tribromoneopentyl alcohol acetate C(C)(=O)OC(C(CBr)(C)C)(Br)Br